COC=1C=C(C=CC1)CN1C=NC2=CC=C(C=C2C1=O)C1=C2C(=NC=C1)NC=C2 3-[(3-Methoxyphenyl)methyl]-6-(1H-pyrrolo[2,3-b]pyridin-4-yl)quinazolin-4-one